7-ethyl-5-methyl-6-oxo-5,6,7,8-tetrahydropteridine C(C)C1C(N(C=2C=NC=NC2N1)C)=O